BrC=1C=C2CC(CC2=CC1)NC(OC(C)(C)C)=O tert-butyl (5-bromo-2,3-dihydro-1H-inden-2-yl)carbamate